dilithium bisphenolate C1(=CC=CC=C1)[O-].C1(=CC=CC=C1)[O-].[Li+].[Li+]